C(C)(C)NC(C1=NC=C(C=C1)C1=CC=CC=2N1N=CC2C(=O)N2CCCCC2)=O N-isopropyl-5-(3-(piperidine-1-carbonyl)pyrazolo[1,5-a]pyridin-7-yl)picolinamide